CC([C@@H](C(=O)N1[C@@H]([C@H]2C([C@H]2C1)(C)C)C(=O)OC)NC1=CNC(C=C1)=O)(C)C methyl (1R,2S,5S)-3-[(2S)-3,3-dimethyl-2-[(6-oxo-1H-pyridin-3-yl)amino]butanoyl]-6,6-dimethyl-3-azabicyclo[3.1.0]hexane-2-carboxylate